(trans)-N1,N1-dicyclopropyl-cyclohexane-1,4-diamine bis(2,2,2-trifluoroacetate) FC(C(=O)O)(F)F.FC(C(=O)O)(F)F.C1(CC1)N([C@@H]1CC[C@H](CC1)N)C1CC1